FC(CC)(F)C1=CC=C(C=N1)C1=C(C(=O)OC)C=C(C=C1)NC(=O)C1(CC1)C1=CC=C(C=C1)OC(F)(F)F Methyl 2-[6-(1,1-difluoropropyl) pyridin-3-yl]-5-[({1-[4-(trifluoromethoxy) phenyl] cyclopropyl} carbonyl) amino]benzoate